FC1=C(C(=C2C=CN(C2=C1)S(=O)(=O)CC1=CC=CC=C1)C=1SC=CN1)OC=1C=C(C#N)C=CC1 3-((6-Fluoro-4-(thiazol-2-yl)-1-toluenesulfonyl-1H-indol-5-yl)oxy)benzonitrile